OCCOC[C@H]1[C@@H]([C@H]1C)C(=O)OC(C)(C)C tert-butyl (1R,2R,3S)-2-[(2-hydroxyethoxy)methyl]-3-methylcyclopropane-1-carboxylate